((piperazine-1,4-diylbis(ethane-2,1-diyl))bis(azanetriyl))tetrakis(butane-4,1-diyl) tetrakis(2-octyldodecanoate) C(CCCCCCC)C(C(=O)OCCCCN(CCN1CCN(CC1)CCN(CCCCOC(C(CCCCCCCCCC)CCCCCCCC)=O)CCCCOC(C(CCCCCCCCCC)CCCCCCCC)=O)CCCCOC(C(CCCCCCCCCC)CCCCCCCC)=O)CCCCCCCCCC